NCC1=NN(C2=NC=CC(=C21)[C@@H]2C[C@H](C2)O)C2=CC=C(C=C2)OC(F)(F)F trans-3-(3-(aminomethyl)-1-(4-(trifluoromethoxy)phenyl)-1H-pyrazolo[3,4-b]pyridin-4-yl)cyclobutanol